3-[3-tertiary butyl-5-(5-chlorobenzothiazol-2-yl)-4-hydroxyphenyl]-2-propyl methacrylate C(C(=C)C)(=O)OC(C)CC1=CC(=C(C(=C1)C=1SC2=C(N1)C=C(C=C2)Cl)O)C(C)(C)C